NCC(COCC(CN)(CCCC)CC)(C)C 2-((3-amino-2,2-dimethylpropoxy)methyl)-2-ethylhexan-1-amine